C(C1=CC=CC=C1)NC(N(C1CCC(CC1)NC1=NC2=CC=CC=C2C=N1)C1=CC=C(C=C1)N1CCN(CC1)C1CCN(CC1)C=1C=C2C(N(C(C2=CC1)=O)C1C(NC(CC1)=O)=O)=O)=O 3-benzyl-1-(4-(4-(1-(2-(2,6-dioxopiperidin-3-yl)-1,3-dioxoisoindol-5-yl)piperidin-4-yl)-piperazin-1-yl)phenyl)-1-((1r,4r)-4-(quinazolin-2-ylamino)cyclohexyl)urea